BrC=1C=C(C=CC1NC1=NC=CC(=C1)C(F)(F)F)S(=O)(=O)NC(C)C 3-bromo-N-isopropyl-4-[[4-(trifluoromethyl)-2-pyridyl]amino]benzenesulfonamide